NC1(C(=O)O)CC=CC(=C1)N 1,5-diaminobenzoic acid